1-(pyridin-2-ylmethyl)-1,2,3,4-tetrahydroquinoxalin N1=C(C=CC=C1)CN1CCNC2=CC=CC=C12